NC=1C(=NC=C(N1)N1CCC(CC1)(C)N)SC=1C(=C(C=CC1)N1CCN(CC1)CC1=CC=C(N=N1)N1C(NC(CC1)=O)=O)Cl 1-(6-((4-(3-((3-amino-5-(4-amino-4-methylpiperidin-1-yl)pyrazin-2-yl)thio)-2-chlorophenyl)piperazin-1-yl)methyl)pyridazin-3-yl)dihydropyrimidine-2,4(1H,3H)-dione